bis(spiro[fluorene-9,9'-xanthene]-2'-yl)benzo[c][1,2,5]thiadiazole C1=C(C=CC=2OC3=CC=CC=C3C3(C12)C1=CC=CC=C1C=1C=CC=CC13)C1=C(C=3C(=NSN3)C=C1)C1=CC=3C2(C4=CC=CC=C4OC3C=C1)C1=CC=CC=C1C=1C=CC=CC12